(3-(3-(3-Cyanophenyl)azetidin-1-yl)-1,2,4-oxadiazol-5-yl)pyrrolidine-1-carbonitrile C(#N)C=1C=C(C=CC1)C1CN(C1)C1=NOC(=N1)C1N(CCC1)C#N